(E)-3-(dimethylamino)-1-(2-hydroxy-3,5-dimethylphenyl)prop-2-en-1-one CN(/C=C/C(=O)C1=C(C(=CC(=C1)C)C)O)C